2-(2,5-dichloro-1,3-thiazol-4-yl)acetic acid ClC=1SC(=C(N1)CC(=O)O)Cl